BrC1=CC(=CC=2C(N3C(=NC12)C(CC3)=CC3CCOCC3)=O)F 5-bromo-7-fluoro-3-((tetrahydro-2H-pyran-4-yl)methylene)-2,3-dihydropyrrolo[2,1-b]quinazolin-9(1H)-one